2,2'-butylidenebis(4,6-di-tert-butylphenol) C(CCC)(C1=C(C(=CC(=C1)C(C)(C)C)C(C)(C)C)O)C1=C(C(=CC(=C1)C(C)(C)C)C(C)(C)C)O